tert-butyl (2-(4-((S)-2-aminopropanamido)phenyl)-2-hydroxyethyl)carbamate N[C@H](C(=O)NC1=CC=C(C=C1)C(CNC(OC(C)(C)C)=O)O)C